1-methyl-3-pentyl-imidazolium trifluoromethanesulfonate FC(S(=O)(=O)[O-])(F)F.CN1C=[N+](C=C1)CCCCC